NC1=NC=C(C(=O)OC)C(=C1)OC(C)C methyl 6-amino-4-isopropoxynicotinate